C=CCCC n-pentanen